FC1(CC(C1)(C)NC(C(=O)C1=C(C(=C(N1C)C)C(=O)NC=1C=NC(=C(C1)C)F)C)=O)F 5-(2-((3,3-difluoro-1-methylcyclobutyl)amino)-2-oxoacetyl)-N-(6-fluoro-5-methylpyridin-3-yl)-1,2,4-trimethyl-1H-pyrrole-3-carboxamide